BrC=1C(=CC2=C(N(CC(N(S2(=O)=O)C)CCC2CC2)C2=CC=CC=C2)C1)OC 7-bromo-3-(2-cyclopropylethyl)-8-methoxy-2-methyl-5-phenyl-2,3,4,5-tetrahydrobenzo[f][1,2,5]thiadiazepine 1,1-dioxide